FC(C1=CC=C(OC=2C=CC=C3CCNC23)C=C1)(F)F 7-(4-(trifluoromethyl)phenoxy)indoline